C(C1=CC(OC)=C(O)C=C1)(=O)OCCC propyl vanillate